C1(CC1)C1=NN(C(=C1)C(F)(F)F)CC(=O)N1[C@@H]([C@@H](CC1)NC(=O)C=1N=NN(C1)C)C1=C(C(=CC=C1)OC([2H])([2H])[2H])C N-[(2R,3R)-1-[2-[3-Cyclopropyl-5-(trifluoromethyl)pyrazol-1-yl]acetyl]-2-[2-methyl-3-(trideuteriomethoxy)phenyl]pyrrolidin-3-yl]-1-methyl-triazole-4-carboxamide